C(C)(C)(C)OC(=O)N1CC=2N(CC1)N=C(C2N2C(NC=C2)=O)Br bromo-3-(2-oxo-2,3-dihydro-1H-imidazol-1-yl)-6,7-dihydropyrazolo[1,5-a]pyrazine-5(4H)-carboxylic acid tert-butyl ester